C(C)(C)(C)OC(NCCC1=CC=C(C=C1)OCCOCCN1CCOCC1)=O 4-(2-(2-morpholinoethoxy)ethoxy)phenethylcarbamic acid tert-butyl ester